8-(2-Cyclopropylmethoxy-4-trifluoromethyl-phenoxy)-3-(6-trifluoromethylpyridazin-3-yl)-3-azabicyclo[3.2.1]octane C1(CC1)COC1=C(OC2C3CN(CC2CC3)C=3N=NC(=CC3)C(F)(F)F)C=CC(=C1)C(F)(F)F